Cl.Cl.N[C@H](C(=O)O[C@@H]1C[C@H]2N(CCC3=CC(=C(C=C23)OC)OC)C[C@H]1CC(C)C)C(C)C (S)-(2R,3R,11bR)-3-isobutyl-9,10-dimethoxy-2,3,4,6,7,11b-hexahydro-1H-pyrido[2,1-a]isoquinolin-2-yl 2-amino-3-methylbutyrate dihydrochloride